S(N)(OC[C@@H]1[C@H](C[C@@H](C1)NC1=NC=NC=C1C(=O)C=1SC=C(C1)[C@H](OC)C1=CC(=CC=C1)Br)O)(=O)=O [(1R,2S,4R)-4-{[5-({4-[(R)-(3-bromophenyl)(methoxy)methyl]-2-thienyl}carbonyl)pyrimidin-4-yl]amino}-2-hydroxycyclopentyl]methyl sulfamate